FC([C@@]([C@@H](C(=O)NO)NC(C1=CC=C(C=C1)C#CC#CC(C)C)=O)(C)O)F N-((2S,3S)-4,4-difluoro-3-hydroxy-1-(hydroxyamino)-3-methyl-1-oxobutan-2-yl)-4-(5-methylhexa-1,3-diyn-1-yl)benzamide